C1(=CC=CC=C1)S1C=C(C=C1C1=CC=CC=C1)C1=CC=CC=C1 1,3,5-triphenyl-thiophene